N-((R)-1-(2-(5-((R)-3-aminopiperidine-1-carbonyl)-1-cyclopropyl-7-methoxy-1H-benzo[d]imidazol-2-yl)-1-(cyclopropylmethyl)-1H-pyrrolo[2,3-b]pyridin-6-yl)ethyl)acetamide N[C@H]1CN(CCC1)C(=O)C1=CC2=C(N(C(=N2)C2=CC=3C(=NC(=CC3)[C@@H](C)NC(C)=O)N2CC2CC2)C2CC2)C(=C1)OC